1,2,6-hexanetriol triacrylate C(C=C)(=O)OCC(CCCCOC(C=C)=O)OC(C=C)=O